NCC1=NNC(C2=CC=C(C=C12)C=1C=NN(C1C1=C(C=CC=C1Cl)Cl)C)=O 4-(aminomethyl)-6-(5-(2,6-dichlorophenyl)-1-methyl-1H-pyrazol-4-yl)phthalazin-1(2H)-one